2-[1-[(2,3-difluorophenyl)methyl]-5-oxopyrrolidin-2-yl]-N-[(1-ethyl-3-methyl-1H-pyrazol-4-yl)methyl]acetamide FC1=C(C=CC=C1F)CN1C(CCC1=O)CC(=O)NCC=1C(=NN(C1)CC)C